COC(=O)C=1C=C2C(=NC1)N(C=C2C2=CC=C1C(CC3(CCN(CC3)C(=O)OC(C)(C)C)C1=C2)=O)S(=O)(=O)C2=CC=C(C=C2)C tert-Butyl 6-[5-methoxycarbonyl-1-(4-methylphenyl)sulfonylpyrrolo[2,3-b]pyridin-3-yl]-3-oxospiro[2H-indene-1,4'-piperidine]-1'-carboxylate